tert-butyl (1R,3S)-3-((5-fluoro-4-(3-(2-oxopiperidin-1-yl)phenyl)pyrimidin-2-yl)amino)cyclohexane-1-carboxylate FC=1C(=NC(=NC1)N[C@@H]1C[C@@H](CCC1)C(=O)OC(C)(C)C)C1=CC(=CC=C1)N1C(CCCC1)=O